5-[1-fluoro-3-hydroxy-7-(4-methyl-1H-imidazol-2-yl)naphthalen-2-yl]-1λ6,2,5-thiadiazolidine-1,1,3-trione FC1=C(C(=CC2=CC=C(C=C12)C=1NC=C(N1)C)O)N1CC(NS1(=O)=O)=O